(7s,8as)-2-benzyl-7-(prop-2-ynyl)-hexahydropyrrolo[1,2-a]pyrazin-6(7H)-one C(C1=CC=CC=C1)N1C[C@H]2N(CC1)C([C@H](C2)CC#C)=O